NN1CCC(CC1)(O)CC#N 1-amino-4-(cyanomethyl)-4-hydroxypiperidine